ClCC(=O)N(CC(=O)NC1=C(C=CC(=C1)Cl)N1N=NC(=C1)Cl)C(C(=O)OC(C)(C)C)CC1=CC=C(C=C1)C#N tert-butyl 2-(2-chloro-N-(2-(5-chloro-2-(4-chloro-1H-1,2,3-triazol-1-yl)phenylamino)-2-oxoethyl)acetamido)-3-(4-cyanophenyl)propanoate